N,N'-(5-amino-3-iminopyridine-2,6(1H,3H)-diylidene)bis{2-[2-(1H-imidazol-1-yl)ethoxy]pyrazolo[1,5-a]pyridin-3-amine} NC1=CC(C(NC1=NC=1C(=NN2C1C=CC=C2)OCCN2C=NC=C2)=NC=2C(=NN1C2C=CC=C1)OCCN1C=NC=C1)=N